C[C@H]1N(CCN(C1=O)C)CCOC1=CC=C(C(=O)NCC=2OC(=NN2)C2=CC=C(C=C2)N[C@@H]2C[C@@H](N(C3=CC=CC=C23)C(CC)=O)C)C=C1 4-(2-((R)-2,4-Dimethyl-3-oxopiperazin-1-yl)ethoxy)-N-((5-(4-(((2S,4R)-2-methyl-1-propionyl-1,2,3,4-tetrahydroquinolin-4-yl)amino)phenyl)-1,3,4-oxadiazol-2-yl)methyl)benzamide